C(#N)CC1CCC(CC1)N1C(=NC=2C1=C1C(=NC2)NC=C1)CNC(C1=CC=CC=C1)=N N-((1-((1r,4r)-4-(cyanomethyl)cyclohexyl)-1,6-dihydroimidazo[4,5-d]pyrrolo[2,3-b]pyridin-2-yl)methyl)benzamidine